ClC1=CC=C(C(=N1)CN(C)C)N1CCC(CC1)(O)COC 1-(6-chloro-2-((dimethylamino)methyl)pyridin-3-yl)-4-(methoxymethyl)piperidin-4-ol